ClC1=CC=C(C=C1)NC(=O)NC1=CC(=C(C=C1)OCCN(C)C)C=1N(N=CC1)C 1-(4-Chloro-phenyl)-3-[4-(2-dimethylamino-ethoxy)-3-(2-methyl-2H-pyrazol-3-yl)-phenyl]-urea